Methyl 2-(4-methoxybenzyl)-8-(naphthalen-1-ylmethyl)-6-oxo-9-(3-(trifluoromethyl)phenyl)-3,4-dihydro-2H,6H-pyrido[1,2-e][1,2,5]thiadiazine-4-carboxylate 1,1-dioxide COC1=CC=C(CN2S(C=3N(C(C2)C(=O)OC)C(C=C(C3C3=CC(=CC=C3)C(F)(F)F)CC3=CC=CC2=CC=CC=C32)=O)(=O)=O)C=C1